(R)-N-(3-(3-chlorophenyl)isoxazol-5-yl)-2-(1-cyanopyrrolidin-3-yl)acetamide octadecadien-5,7-diynoate C(C=CCC#CC#CC=CCCCCCCCC)(=O)O.ClC=1C=C(C=CC1)C1=NOC(=C1)NC(C[C@@H]1CN(CC1)C#N)=O